8-(dimethylamino)-2-oxo-1,3-diazaspiro[4.5]Decane-8-carbonitrile CN(C1(CCC2(CNC(N2)=O)CC1)C#N)C